ClC1=CC=C(C(=N1)S(=O)(=O)N)O[C@H](C)C=1C=C(C=C2C(C(=C(OC12)C1=CC2=CN(N=C2C=C1)CCO)C)=O)C 6-Chloro-3-[(1R)-1-[2-[2-(2-hydroxyethyl)indazol-5-yl]-3,6-dimethyl-4-oxo-chromen-8-yl]ethoxy]pyridine-2-sulfonamide